2-(5-Amino-4-chloro-3-(pyrimidin-2-yl)-1H-pyrazol-1-yl)acetic acid NC1=C(C(=NN1CC(=O)O)C1=NC=CC=N1)Cl